ClC(=CC(F)F)Cl dichloro-3,3-difluoropropene